methyl (E)-3-(3-(((4-(4-bromophenyl) bicyclo[2.2.2]octan-1-yl)methyl)amino)phenyl)but-2-enoate BrC1=CC=C(C=C1)C12CCC(CC1)(CC2)CNC=2C=C(C=CC2)/C(=C/C(=O)OC)/C